ClC=1C(N(C(=CC1OC([2H])([2H])C1=C(C=C(C=C1)F)F)C)C1=CC(=NC=C1C)N1N=C(C=C1)S(=O)(=O)C(C)C)=O (R)-3-chloro-4-((2,4-difluorophenyl)methoxy-d2)-2'-(3-(isopropylsulfonyl)-1H-pyrazol-1-yl)-5',6-dimethyl-2H-[1,4'-bipyridin]-2-one